C(C)(C)C1=NC(=CC(=N1)N1CC2(C=3C=NC(=CC31)NC(C)=O)CC2)C N-(1'-(2-isopropyl-6-methylpyrimidin-4-yl)-1',2'-dihydrospiro[cyclopropane-1,3'-pyrrolo[3,2-c]pyridin]-6'-yl)acetamide